(S)-4-amino-N-(1-methyl-1H-pyrazol-4-yl)-N-(6-(trifluoromethyl)-2,3-dihydrobenzofuran-3-yl)imidazo[1,5-a]quinoxaline-8-carboxamide NC=1C=2N(C3=CC(=CC=C3N1)C(=O)N([C@@H]1COC3=C1C=CC(=C3)C(F)(F)F)C=3C=NN(C3)C)C=NC2